Calcium hydrogenphosphat P(=O)(O)([O-])[O-].[Ca+2]